7-cyclopropyl-1-isopropyl-3H-pyrido[3,4-d]pyridazin-4-one C1(CC1)C1=CC2=C(C(NN=C2C(C)C)=O)C=N1